7-bromo-3-((S)-sec-butyl)-5-phenyl-1H-benzo[e][1,4]diazepin-2(3H)-one BrC1=CC2=C(NC(C(N=C2C2=CC=CC=C2)[C@@H](C)CC)=O)C=C1